3-(tert-butyl)cyclobutylamine C(C)(C)(C)C1CC(C1)N